CC1=C(C=CC=C1C)N1CCN(CC1)C(CN1N=C(C2=C1CCC2)C(=O)N2CCN(CC2)CC(=O)N)=O 2-[4-(1-{2-[4-(2,3-Dimethylphenyl)piperazin-1-yl]-2-oxoethyl}-1,4,5,6-tetrahydrocyclopenta[c]pyrazol-3-carbonyl)piperazin-1-yl]acetamid